4-(2-fluoro-4-(5-(((1S,5R)-2-fluoro-8-azabicyclo[3.2.1]octan-3-yl)(methyl)amino)pyrazin-2-yl)-5-hydroxyphenyl)-1-methylpyridin-2(1H)-one FC1=C(C=C(C(=C1)C1=NC=C(N=C1)N(C)C1C([C@@H]2CC[C@H](C1)N2)F)O)C2=CC(N(C=C2)C)=O